NC1=NC(=C(C(=N1)N[C@H](CCOC)CCCC)CC=1C=C(C=CC1OC)CO)C (S)-(3-((2-amino-4-((1-methoxyheptan-3-yl)amino)-6-methylpyrimidin-5-yl)methyl)-4-methoxy-phenyl)methanol